1-(3,4-dichloro-2-methoxy-5,6,7,9-tetrahydro-8H-pyrrolo[3,2-b:4,5-c']dipyridin-8-yl)-2-hydroxyethan-1-one ClC=1C(=C2C(=NC1OC)C=1CN(CCC1N2)C(CO)=O)Cl